N2-(2-methoxy-4-((4-morpholino-piperidin-1-yl)sulfonyl)phenyl)-N4-methyl-7H-pyrrolo[2,3-d]pyrimidine-2,4-diamine 2,2,2-trifluoroacetate FC(C(=O)O)(F)F.COC1=C(C=CC(=C1)S(=O)(=O)N1CCC(CC1)N1CCOCC1)NC=1N=C(C2=C(N1)NC=C2)NC